C(=O)(O)CCC1(C2=CC(=CC=C2C=2C=CC(=CC12)C1=CC=CC2=CC=CC=C12)C1=CC=CC2=CC=CC=C12)CCC(=O)O 9,9-bis(2-carboxyethyl)2,7-di(1-naphthyl)fluorene